O1C(OCCC1)CCN1C=C(C2=CC=CC=C12)C1CCN2C1=CC=1C=CC=CC21 1-(1-(2-(1,3-Dioxan-2-yl)ethyl)-1H-indol-3-yl)-2,3-dihydro-1H-pyrrolo[1,2-a]indole